CN1C=C(C2=CC=CC=C12)C methyl-3-methyl-1H-indole